(22E)-3β-acetoxycholane-5(6),22(23)-diene C(C)(=O)O[C@@H]1CC2=CC[C@H]3[C@@H]4CC[C@H]([C@@H](/C=C/C)C)[C@]4(CC[C@@H]3[C@]2(CC1)C)C